NC[C@H](C(F)(F)F)O (R)-3-amino-1,1,1-trifluoropropan-2-ol